N-{[(tert-butoxy)carbonyl]imino}(tert-butoxy)formamide C(C)(C)(C)OC(=O)N=NC(=O)OC(C)(C)C